C(C)OC(=C)C1=C(C(=NC=C1)C1(COC1)C#N)F 3-(4-(1-ethoxyvinyl)-3-fluoropyridin-2-yl)oxetan-3-carbonitrile